N-(1-(2,6-dimethoxyphenyl)-2-(6-ethoxypyridin-2-yl)-1H-imidazo[4,5-b]pyrazin-6-yl)piperidine-1-sulfonamide COC1=C(C(=CC=C1)OC)N1C(=NC=2C1=NC(=CN2)NS(=O)(=O)N2CCCCC2)C2=NC(=CC=C2)OCC